C(#N)C=1C=C2C=C(N(C2=CC1)C1=NC=CC=N1)C 5-cyano-2-methyl-1-(pyrimidin-2-yl)indole